(1R,4R)-4-(4-(1-(((R)-1-(3-(difluoromethyl)-2-methylphenyl)ethyl)amino)-4-methylpyrido[3,4-d]pyridazin-7-yl)piperazine-1-carbonyl)cyclohexane-1-carbaldehyde FC(C=1C(=C(C=CC1)[C@@H](C)NC1=C2C(=C(N=N1)C)C=NC(=C2)N2CCN(CC2)C(=O)C2CCC(CC2)C=O)C)F